CC=1N=C(SC1N1CCN(CC1)CC1CCOCC1)C1=NNC(=C1CC(F)(F)F)C=1C=C(C=2N(C1)N=CN2)C 4-methyl-2-(5-(8-methyl-[1,2,4]triazolo[1,5-a]pyridin-6-yl)-4-(2,2,2-trifluoroethyl)-1H-pyrazol-3-yl)-5-(4-((tetrahydro-2H-pyran-4-yl)methyl)piperazin-1-yl)thiazole